FC(=CC(CCC1=CC=CC=C1)C1=CC=C(C=C1)C1=CC=CC=C1)F 4-(1,1-difluoro-5-phenyl-pent-1-en-3-yl)-1,1'-biphenyl